N-(5-(6,7-dihydro-4H-pyrano[4,3-d]thiazol-2-yl)-4-((4-(3-(hydroxymethyl)tetrahydrofuran-3-yl)-6-(methylsulfonyl)pyridin-2-yl)amino)pyridin-2-yl)acetamide N1=C(SC2=C1CCOC2)C=2C(=CC(=NC2)NC(C)=O)NC2=NC(=CC(=C2)C2(COCC2)CO)S(=O)(=O)C